C(CCCCCCCCCCC)(=O)N[C@@H](CCSC)C(=O)O n-Dodecanoyl-L-Methionine